methyl 2-acetyl-6,7-dibromo-1-hydroxy-1,2-dihydroisoquinoline-3-carboxylate C(C)(=O)N1C(C2=CC(=C(C=C2C=C1C(=O)OC)Br)Br)O